Cl.C(C)(C)N1N=C(C=C1)C=1C(=C2C(=NC(=NN2C1)C=1N(C=CN1)C)N[C@H]1C[C@H](CC1)OC)C1=CC=CC=C1 |r| rac-6-(1-isopropyl-1H-pyrazol-3-yl)-N-((1r,3s)-3-methoxycyclopentyl)-2-(1-methyl-1H-imidazol-2-yl)-5-phenylpyrrolo[2,1-f][1,2,4]triazin-4-amine hydrochloride